C1(CC2C(CC1)O2)C(C[Si](OCC)(OCC)OCC)CN 2-(3,4-epoxycyclohexyl)-3-aminopropyl-triethoxysilane